(S)-2-((4-(6-(benzylamino)pyridin-2-yl)piperazin-1-yl)methyl)-1-(oxetan-2-ylmethyl)-1H-benzo[d]imidazole-6-carboxylic acid C(C1=CC=CC=C1)NC1=CC=CC(=N1)N1CCN(CC1)CC1=NC2=C(N1C[C@H]1OCC1)C=C(C=C2)C(=O)O